S(=O)(=O)([O-])[O-].C[N+](CCNC(C=C)=O)(C)C.C[N+](CCNC(C=C)=O)(C)C N,N,N-Trimethyl-2-[(1-oxo-2-propen-1-yl)amino]ethanaminium sulfate